4-(4-propenoyl-3-(cyanomethyl)piperazin-1-yl)-7-(2-amino-3,5-dichloro-6-fluorophenyl)-6-chloro-1-(2-isopropyl-4-methylpyridin-3-yl)-2-oxo-1,2-dihydro-1,8-naphthyridine-3-carbonitrile C(C=C)(=O)N1C(CN(CC1)C1=C(C(N(C2=NC(=C(C=C12)Cl)C1=C(C(=CC(=C1F)Cl)Cl)N)C=1C(=NC=CC1C)C(C)C)=O)C#N)CC#N